C12(OCC3=CC(=CC=C13)C(C(=O)O)F)COCC2 2-(4,5-dihydro-2H,3'H-spiro[furan-3,1'-isobenzofuran]-5'-yl)-2-fluoroacetic acid